3-[[6-[3-(1,1-Difluoroethyl)phenyl]pyrazin-2-yl]methyl]-5,5-dimethyl-oxazolidin-2-one FC(C)(F)C=1C=C(C=CC1)C1=CN=CC(=N1)CN1C(OC(C1)(C)C)=O